ethyl (S,S)-2-((4-cyanophenethyl) amino)-2-phenylacetate C(#N)C1=CC=C(CCN[C@H](C(=O)OCC)C2=CC=CC=C2)C=C1